[Li].CC1OCCC1 2-methyl-tetrahydrofuran lithium